(R)-N-((S)-1-(isoquinolin-8-yl)ethyl)-2-methylpropane-2-sulfinamide C1=NC=CC2=CC=CC(=C12)[C@H](C)N[S@](=O)C(C)(C)C